OC1(CN(C1)[C@H]1[C@@H](CCCC1)OC=1C=C2CN(C(C2=CC1)=O)N1C(CCCC1=O)=O)C1=CC=CC=C1 (5-(((trans)-2-(3-hydroxy-3-phenylazetidin-1-yl)cyclohexyl)oxy)-1-oxoisoindolin-2-yl)piperidine-2,6-dione